CC1(C2C(N(C(C12)=O)CC1=CC2=NC=CC(=C2S1)C1=C(C(=NC(=C1)C(F)(F)F)C)CN1CCN(CC1)C(=O)OC(C)(C)C)=O)C Tert-Butyl 4-((4-(2-((6,6-Dimethyl-2,4-Dioxo-3-Azabicyclo[3.1.0]Hexan-3-Yl)Methyl)Thieno[3,2-B]Pyridin-7-Yl)-2-Methyl-6-(Trifluoromethyl)Pyridin-3-Yl)Methyl)Piperazine-1-Carboxylate